bis(naphthalene-2-yl)-N,N'-bis(phenyl)biphenyl-4,4'-diamine C1=C(C=CC2=CC=CC=C12)C=1C(=C(C=CC1NC1=CC=CC=C1)C1=CC=C(C=C1)NC1=CC=CC=C1)C1=CC2=CC=CC=C2C=C1